C(C)(=O)O[C@@H]1C[C@H](O[C@H]1N1C2=NC(=NC=C2N(C1=O)CC1=CC=C(C=C1)C=O)N)COC(C)=O ((2S,4R,5R)-4-acetoxy-5-(2-amino-7-(4-formylbenzyl)-8-oxo-7,8-dihydro-9H-purin-9-yl)tetrahydrofuran-2-yl)methylacetat